bis[4-(diphenylsulfonio)phenyl]sulfonium Tert-butyl-4-(5-(3-(3,4-dimethoxyphenyl)propionyl)pyridin-3-ylamino)-4-oxobutanoate C(C)(C)(C)OC(CCC(=O)NC=1C=NC=C(C1)C(CCC1=CC(=C(C=C1)OC)OC)=O)=O.C1(=CC=CC=C1)[S+](C1=CC=C(C=C1)[SH+]C1=CC=C(C=C1)[S+](C1=CC=CC=C1)C1=CC=CC=C1)C1=CC=CC=C1